FC(C1=CC=C(C(=O)C2=NN(C=C2)C2CCN(CC2)C(C=C)=O)C=C1)(F)F 1-(4-(3-(4-(trifluoromethyl)benzoyl)-1H-pyrazol-1-yl)piperidin-1-yl)prop-2-en-1-one